C1(CC1)[C@@]1(NONO1)CCC(=O)O (R)-3-(4-cyclopropyl-2,5-dioxaimidazolin-4-yl)propionic acid